1-(3-chloro-5-(trifluoromethoxy)phenyl)-3-(2,6-dichloropyridin-4-yl)urea ClC=1C=C(C=C(C1)OC(F)(F)F)NC(=O)NC1=CC(=NC(=C1)Cl)Cl